5-(N-(2-(4-(1H-pyrrole-2-carbonyl)piperazin-1-yl)phenyl)-N-phenethylsulfamoyl)-3-methylbenzofuran-2-Carboxylic acid N1C(=CC=C1)C(=O)N1CCN(CC1)C1=C(C=CC=C1)N(S(=O)(=O)C=1C=CC2=C(C(=C(O2)C(=O)O)C)C1)CCC1=CC=CC=C1